C1(CC1)N1N=CC(=C1)C=1C=NC=2CCN(CC2C1)C=1C2=C(N=CN1)SC(=C2)C 4-[3-(1-cyclopropylpyrazol-4-yl)-7,8-dihydro-5H-1,6-naphthyridin-6-yl]-6-methyl-thieno[2,3-d]pyrimidine